2-(((S)-1-methylpyrrolidin-2-yl)methoxy)pyrido[4,3-d]pyrimidine CN1[C@@H](CCC1)COC=1N=CC2=C(N1)C=CN=C2